4-(7-bromoheptyl)pyrimidine BrCCCCCCCC1=NC=NC=C1